3-(4-fluoro-2-(2-methoxyethoxy)-3-methylphenyl)-4,5-dimethyl-5-(trifluoromethyl)tetrahydrofuran-2-carboxylic acid FC1=C(C(=C(C=C1)C1C(OC(C1C)(C(F)(F)F)C)C(=O)O)OCCOC)C